1-[(2R,4S)-4-[4-amino-3-[2-(6-chloro-7-fluoro-1-methyl-1,3-benzodiazol-5-yl)ethynyl]Pyrazolo[3,4-d]Pyrimidin-1-yl]-2-(methoxymethyl)pyrrolidin-1-yl]Prop-2-en-1-one NC1=C2C(=NC=N1)N(N=C2C#CC2=CC1=C(N(C=N1)C)C(=C2Cl)F)[C@H]2C[C@@H](N(C2)C(C=C)=O)COC